C(C)(C)(C)OC(=O)N1CC(CC1)C1=CC(=NC=C1)NC1=NC=C(C(=C1)Cl)Cl 3-(2-((4,5-dichloropyridin-2-yl)amino)pyridin-4-yl)pyrrolidine-1-carboxylic acid tert-butyl ester